C(C)(C)(C)OC(=O)N1C[C@H]2CC[C@@H](C1)N2C=2C=NC=C(C2)F.Cl.Cl.FC=2C=C(C=NC2)N2[C@H]1CNC[C@@H]2CC1 (1R,5S)-8-(5-fluoropyridin-3-yl)-3,8-diazabicyclo[3.2.1]octane dihydrochloride (1R,5S)-tert-butyl-8-(5-fluoropyridin-3-yl)-3,8-diazabicyclo[3.2.1]octane-3-carboxylate